1-(tert-butyl) 2-methyl (2R)-3-allyl-4-hydroxypyrrolidine-1,2-dicarboxylate C(C=C)C1[C@@H](N(CC1O)C(=O)OC(C)(C)C)C(=O)OC